3-(6,7-dihydro-5H-pyrrolo[1,2-a]imidazol-2-yl)-4-(4-fluorophenoxy)-N-methylbenzene-1-sulfonamide N1=C2N(C=C1C=1C=C(C=CC1OC1=CC=C(C=C1)F)S(=O)(=O)NC)CCC2